ClC=1C(=C(C(=C(C1)C(C(C1=CC=CC=C1)(Cl)Cl)(Cl)Cl)C1=CC=CC=C1)C1=CC=CC=C1)Cl dichlorodiphenyldichlorodiphenylethylene Dichloride